O1CCC(=CC1)C=1C=CC(=NC1)NC1=CC(=NC=N1)NC1=CC(=C2C(=[N+]1[O-])C1(NC2=O)CCCCC1)C 2'-((6-((5-(3,6-dihydro-2H-pyran-4-yl)pyridin-2-yl)amino)pyrimidin-4-yl)amino)-4'-methyl-5'-oxo-5',6'-dihydrospiro[cyclohexane-1,7'-pyrrolo[3,4-b]pyridine] 1'-oxide